C1CSSSS1 Ethylentetrasulfid